Dicaffeoyl-glucaric acid C(\C=C\C1=CC(O)=C(O)C=C1)(=O)[C@]([C@](C(=O)O)(O)C(\C=C\C1=CC(O)=C(O)C=C1)=O)(O)[C@H](O)[C@H](O)C(=O)O